C(=O)O.CN1C[C@@H](C=CC1)NC1=NN=C(C=2N1C=NC2)C2=C(C=C(C=C2)C(F)(F)F)O 2-(4-{[(3R)-1-methyl-1,2,3,6-tetrahydropyridin-3-yl]amino}imidazo[1,5-d][1,2,4]triazin-1-yl)-5-(trifluoromethyl)phenol formate salt